CC1=C(C=2N(C=C1C1=C(C=3N=C(SC3N1)C(=O)N1CC(C1)N(C)C)C(C)C)N=CN2)C (5-(7,8-dimethyl-[1,2,4]triazolo[1,5-a]pyridin-6-yl)-6-isopropyl-4H-pyrrolo[3,2-d]thiazol-2-yl)(3-(dimethylamino)azetidin-1-yl)methanone